C1=CC=C(C=2[Se]C3=C(C21)C=CC=C3)N dibenzo[b,d]selenophene-4-amine